CC1=C(C2=CC=CC=C2C=C1)P(C1=CC=C(C=C1)CCC)(C1=C(C=CC2=CC=CC=C12)C)=O bis(2-methyl-1-naphthyl)-4-propylphenylphosphine oxide